Cl.N(=[N+]=[N-])C[C@@H]1CNCC1 (S)-3-(azidomethyl)pyrrolidine hydrochloride